The molecule is a CDP-3,6-dideoxy-D-mannose(2-) in which the anomeric centre of the sugar component has alpha-configuration; major species at pH 7.3. It is a conjugate base of a CDP-3,6-dideoxy-alpha-D-mannose. C[C@@H]1[C@H](C[C@@H]([C@H](O1)OP(=O)([O-])OP(=O)([O-])OC[C@@H]2[C@H]([C@H]([C@@H](O2)N3C=CC(=NC3=O)N)O)O)O)O